ClC1=C(C=CC(=C1)Cl)C1=CC=C(C=C1)C1CN(C1)C(=O)N1CC(CC1)C1=CC=NN1 [3-[4-(2,4-Dichlorophenyl)phenyl]azetidin-1-yl]-[3-(1H-pyrazol-5-yl)pyrrolidin-1-yl]methanone